FC=1C=C(C=NC1)C1=CC(=NC(=C1F)C)C=1OC(=NN1)C=1SC=C(N1)C 2-(5,5'-Difluoro-6'-methyl-[3,4'-bipyridyl]-2'-yl)-5-(4-methylthiazol-2-yl)-1,3,4-oxadiazole